4-((3-(4-(((1R,4R)-4-(2-oxa-6-azaspiro[3.3]heptan-6-yl)cyclohexyl)amino)-1-(2,2,2-trifluoroethyl)-1H-indol-2-yl)prop-2-yn-1-yl)amino)-3-methoxy-N,N-dimethylbenzenesulfonamide C1OCC12CN(C2)C2CCC(CC2)NC2=C1C=C(N(C1=CC=C2)CC(F)(F)F)C#CCNC2=C(C=C(C=C2)S(=O)(=O)N(C)C)OC